CC1=NOC(=C1)C1=CC=C(S1)S(=O)(=O)N1CCN(CC1)C[C@H](C)NC1=NC=NC2=C(C=CC=C12)N1CCCC1 N-[(2S)-1-(4-{[5-(3-methyl-1,2-oxazol-5-yl)thiophen-2-yl]sulfonyl}piperazin-1-yl)propan-2-yl]-8-(pyrrolidin-1-yl)quinazolin-4-amine